[4-[(2S,5R)-1-[2-[[6-(tert-Butoxycarbonylamino)-5-methyl-3-pyridyl]amino]-2-oxo-acetyl]-5-methyl-2-piperidyl]phenyl] acetate C(C)(=O)OC1=CC=C(C=C1)[C@H]1N(C[C@@H](CC1)C)C(C(=O)NC=1C=NC(=C(C1)C)NC(=O)OC(C)(C)C)=O